(R)-6-(1-(3-(1H-pyrazol-1-yl)propanoyl)piperidin-3-yl)-7-fluoro-4-(4-methoxypyridin-3-yl)-1H-indole-2-carboxylic acid N1(N=CC=C1)CCC(=O)N1C[C@H](CCC1)C1=CC(=C2C=C(NC2=C1F)C(=O)O)C=1C=NC=CC1OC